FC1=CC2=C(SC(=C2)C(=O)OC)C=C1[N+](=O)[O-] methyl 5-fluoro-6-nitrobenzo[b]thiophene-2-carboxylate